N=C1SC=CC(N1C1=CC=CC=C1)=O 2-Imino-3-phenyl-2,3-dihydro-4H-1,3-thiazin-4-one